3-(4,6-diphenylpyrimidin-2-yl)-2,4,5,6-tetrakis(3-phenyl-9H-carbazol-9-yl)benzonitrile C1(=CC=CC=C1)C1=NC(=NC(=C1)C1=CC=CC=C1)C=1C(=C(C#N)C(=C(C1N1C2=CC=CC=C2C=2C=C(C=CC12)C1=CC=CC=C1)N1C2=CC=CC=C2C=2C=C(C=CC12)C1=CC=CC=C1)N1C2=CC=CC=C2C=2C=C(C=CC12)C1=CC=CC=C1)N1C2=CC=CC=C2C=2C=C(C=CC12)C1=CC=CC=C1